(rac)-((1s,3s)-3-Hydroxy-3-methylcyclobutyl)(6-(4-isopropylbenzyl)-2-azaspiro[3.4]octan-2-yl)methanone OC1(CC(C1)C(=O)N1CC2(C1)C[C@H](CC2)CC2=CC=C(C=C2)C(C)C)C |r|